C1(=CC=C(C=C1)C1=NC(=NC(=N1)C1=CC=CC=C1)C=1C=C(C=CC1)B(O)O)C1=CC=CC=C1 (3-(4-([1,1'-biphenyl]-4-yl)-6-phenyl-1,3,5-triazin-2-yl)phenyl)boronic acid